ClC1=NC=C(C=C1CC=1C=NN(C1)CC)OC 2-chloro-3-((1-ethyl-1H-pyrazol-4-yl)methyl)-5-methoxypyridine